NC1=C2C(=NC=N1)N(N=C2C2=CC=C(C=1N2C=CN1)NC(=O)NC1=NOC(=C1)C1(CC1)C(F)(F)F)C 1-(5-(4-amino-1-methyl-1H-pyrazolo[3,4-d]pyrimidin-3-yl)imidazo[1,2-a]pyridin-8-yl)-3-(5-(1-(trifluoromethyl)-cyclopropyl)isoxazol-3-yl)urea